(7R)-9-methyl-7-[(7-methyl-1H-indazol-5-yl)methyl]-6,15,25-trioxa-4,9,21,23-tetraazatetracyclo[17.6.2.21,4.022,26]nonacosan-19(27),20,22(26)-trien-5,8,24-trione CN1C([C@H](OC(N2CCC3(OC(NC=4N=CC(CCCOCCCCC1)=CC34)=O)CC2)=O)CC=2C=C3C=NNC3=C(C2)C)=O